(1R,2S)-2-{3-[({1-[(2S)-2-butanyl]-5-(3-phenylpropyl)-1H-pyrrole-2-yl}carbonyl)amino]-4-(Trifluoromethyl)phenyl}cyclopropanecarboxylic acid C[C@@H](CC)N1C(=CC=C1CCCC1=CC=CC=C1)C(=O)NC=1C=C(C=CC1C(F)(F)F)[C@@H]1[C@@H](C1)C(=O)O